4-(4-bromophenoxy)-8-fluoro-[1,6]naphthyridine BrC1=CC=C(OC2=CC=NC3=C(C=NC=C23)F)C=C1